N-(4-bromophenyl)-5-hydroxy-2-nitro-benzamide BrC1=CC=C(C=C1)NC(C1=C(C=CC(=C1)O)[N+](=O)[O-])=O